CC1(OC2=C(C1)C=CC=C2OCC=2OC(=NN2)C=CC2=CC=CC=C2)C (((2,2-dimethyl-2,3-dihydrobenzofuran-7-yl)oxy)methyl)-5-styryl-1,3,4-oxadiazole